FC(OCC(=O)O)(F)F (TRIFLUOROMETHOXY)ACETIC ACID